butyl(2-((1-(7-methyl-2-morpholino-4-oxo-4H-pyrido[1,2-a]pyrimidin-9-yl)ethyl)(phenyl)amino)ethyl)carbamate C(CCC)OC(NCCN(C1=CC=CC=C1)C(C)C1=CC(=CN2C1=NC(=CC2=O)N2CCOCC2)C)=O